(1R,2S)-2,6-dimethylindan C[C@@H]1CC2=CC(=CC=C2C1)C